FC1([C@H](CN(CC1)C(C(=O)NC1=NC=C(C=C1)OC=1C(NC=CC1)=O)C)C1=CNC(C=C1)=O)F 2-((S)-4,4-difluoro-3-(6-oxo-1,6-dihydropyridin-3-yl)piperidin-1-yl)-N-(5-((2-oxo-1,2-dihydropyridin-3-yl)oxy)pyridin-2-yl)propanamide